CC(C)(C)[S@@](=O)/N=C(\C)/C=1C=C(C=C2C(N3C(=NC12)C(CCC3)(C)C)=O)C (R)-2-methyl-N-[(1E)-1-{2,6,6-trimethyl-11-oxo-6H,7H,8H,9H,11H-pyrido[2,1-b]quinazolin-4-yl}ethylidene]propane-2-sulfinamide